C[C@H]1CN(C[C@H](C1)C)C=CCCCCCCCCC(=O)O (3R,5S)-3,5-dimethyl-piperidineUndecylenic Acid